OC(/C=C/CCCCCCC(=O)O)CCCCCCCC (e)-10-Hydroxyoctadec-8-enoic acid